2-(7-((2S,5R)-2,5-diethyl-4-(1-(1-ethyl-5-(trifluoromethyl)-1H-benzo[d]imidazol-2-yl)ethyl)piperazin-1-yl)-4-methyl-5-oxo-4,5-dihydro-2H-pyrazolo[4,3-b]pyridin-2-yl)acetonitrile C(C)[C@@H]1N(C[C@H](N(C1)C(C)C1=NC2=C(N1CC)C=CC(=C2)C(F)(F)F)CC)C=2C=1C(N(C(C2)=O)C)=CN(N1)CC#N